Tert-butyl 4-(3-((4-chloro-2-fluorobenzyl) oxy) phenyl)-3,6-dihydropyridine-1(2H)-carboxylate ClC1=CC(=C(COC=2C=C(C=CC2)C=2CCN(CC2)C(=O)OC(C)(C)C)C=C1)F